1,1,1,2,2-pentachloro-2-vinyldisilane Cl[Si]([Si](C=C)(Cl)Cl)(Cl)Cl